8-Bromo-2-(morpholin-4-yl)-N-({5-[4-(trifluoromethyl)phenyl]-1H-imidazol-2-yl}methyl)pyrazolo[1,5-a][1,3,5]triazin-4-amine BrC=1C=NN2C1N=C(N=C2NCC=2NC(=CN2)C2=CC=C(C=C2)C(F)(F)F)N2CCOCC2